N(N)C(CCCCCNC(CCCCCNC(CCCCC1SC[C@@H]2NC(N[C@@H]21)=O)=O)=O)=O N-(6-hydrazinyl-6-oxohexyl)-6-(5-((3aS,6aR)-2-oxohexahydro-1H-thieno[3,4-d]imidazol-4-yl)pentanamido)hexanamide